Cl.NCC(=O)Cl glycyl chloride hydrochloride